methyl 2-amino-2-cyclopropylacetate (methyl 2-amino-2-cyclopropylacetate) CC(C(=O)O)(C1CC1)N.NC(C(=O)OC)C1CC1